5-(3-isopropylphenoxy)-1H-1,2,3-triazole-4-carboxylic acid C(C)(C)C=1C=C(OC2=C(N=NN2)C(=O)O)C=CC1